FC1=C2C(=NN(C2=CC(=C1)C=N\N=C\1/SCC(N1C1=C(C=CC=C1)C(C)C)=O)C)C(=O)N(C1=CC=C(C=C1)OC(F)(F)F)C 4-fluoro-6-[[(Z)-[3-(2-isopropylphenyl)-4-oxothiazolidine-2-ylidene]hydrazono]methyl]-N,1-dimethyl-N-[4-(trifluoromethoxy)phenyl]indazole-3-carboxamide